OCCOCCN(C(OC(C)(C)C)=O)CCNC tert-butyl N-[2-(2-hydroxyethoxy)ethyl]-N-[2-(methylamino)ethyl]carbamate